(S)-1-(3-(4-amino-3-((3,5-difluoro-2,6-dimethoxypyridin-4-yl)ethynyl)-7-((tetrahydro-2H-pyran-4-yl)methyl)-1H-pyrazolo[4,3-c]pyridin-1-yl)pyrrolidin-1-yl)prop-2-en-1-one NC1=NC=C(C2=C1C(=NN2[C@@H]2CN(CC2)C(C=C)=O)C#CC2=C(C(=NC(=C2F)OC)OC)F)CC2CCOCC2